2-(2-(2-(4-(2-(2-(2-(((5s,8s)-4-(benzyloxy)-3-mesityl-2-oxo-1-oxaspiro[4.5]dec-3-en-8-yl)oxy)ethoxy)ethoxy)ethyl)piperazin-1-yl)ethoxy)ethoxy)acetic acid C(C1=CC=CC=C1)OC1=C(C(OC12CCC(CC2)OCCOCCOCCN2CCN(CC2)CCOCCOCC(=O)O)=O)C2=C(C=C(C=C2C)C)C